CC=1C=C(CC2NC(=NOC2)C2=CC(=NC=C2OC2=C(C(=CC=C2)C)F)C)C=C(C1)C 5-(3,5-dimethylbenzyl)-3-[5-(2-fluoro-3-methylphenoxy)-2-methylpyridin-4-yl]-5,6-dihydro-4H-1,2,4-oxadiazine